CC([O-])C.CC([O-])C.CC([O-])C.CC([O-])C.[Ti+4] titanium Tetraisopropoxide